CS(=NC1=CC=C2C(=C(C(N(C2=C1)C)=O)C#N)N1CCC(CC1)C1=CC=C(C=C1)OC)(=N)C 7-(2,2-Dimethyl-2λ6-diazathia-1,2-dien-1-yl)-4-[4-(4-methoxyphenyl)piperidin-1-yl]-1-methyl-2-oxo-1,2-dihydroquinoline-3-carbonitrile